SULPHONYL-UREA S(=O)(=O)=NC(=O)N